BrCC1=C(C=CC=C1C)\C(\C(=O)[O-])=N/OC (2E)-2-[2-(bromomethyl)-3-methyl-phenyl]-2-meth-oxyimino-acetate